CCCCCCCCC(CCCCCCCC)OC(CCCCCCCN(CCCCCCCC(=O)OC(CCCCCCCC)CCCCCCCC)C[C@@H](CN(CCO)CCO)O)=O (S)-Bis(heptadecan-9-yl)-8,8'-((3-(bis(2-hydroxyethyl)amino)-2-hydroxypropyl)azanediyl)dicaprylate